(S)-3-Chloro-6-(4-((2-chloro-6-fluorophenyl)carbamoyl)-2-fluoro-5-((1,1,1-trifluoropropan-2-yl)oxy)phenyl)picolinamide ClC=1C(=NC(=CC1)C1=C(C=C(C(=C1)O[C@H](C(F)(F)F)C)C(NC1=C(C=CC=C1F)Cl)=O)F)C(=O)N